2-dimethylaminopropane-1,3-diol CN(C(CO)CO)C